[Se-2].[Ce+3].[Co+2].[Ni+2] nickel-cobalt-cerium selenide